COC(=O)[C@@H]1CC[C@H](CC1)C(=O)O (trans)-4-(methoxycarbonyl)cyclohexanecarboxylic acid